(1R,5S,6r)-3,3-dioxido-3-thiabicyclo[3.1.0]hexan O=S1(C[C@@H]2C[C@@H]2C1)=O